BrC1=C(C(=CC=2OCCN(C21)CC2=CC=C(C=C2)OC)[N+](=O)[O-])C(=O)C2=C(C=CC(=C2)F)Cl (5-bromo-4-(4-methoxybenzyl)-7-nitro-3,4-dihydro-2H-benzo[b][1,4]oxazin-6-yl)(2-chloro-5-fluorophenyl)methanone